(4-n-butoxynaphthalen-1-yl)tetrahydrothiophen C(CCC)OC1=CC=C(C2=CC=CC=C12)C1SCCC1